COC1=CC=CC=C1C1=NC=C(N=C1)C 2-methoxy-3-(5-methylpyrazin-2-yl)benzene